(S)-3-(5-(3-fluorophenyl)-3-oxo-6,7-dihydro-3H-pyrrolo[2,1-c][1,2,4]triazol-2(5H)-yl)bicyclo[1.1.1]pentane-1-carbonitrile FC=1C=C(C=CC1)[C@@H]1CCC2=NN(C(N21)=O)C21CC(C2)(C1)C#N